C(C)(C)(C)OC(NCC1=NC(=NO1)CC=1SC=CN1)=O ((3-(thiazol-2-ylmethyl)-1,2,4-oxadiazol-5-yl)methyl)carbamic acid tert-butyl ester